N1(CCC1)C(=O)N[C@H](C(=O)O)CCN(CCCCC1=NC=2NCCCC2C=C1)CCOC1=CC=CC=C1 (2S)-2-(azetidine-1-carbonylamino)-4-[2-phenoxyethyl-[4-(5,6,7,8-tetrahydro-1,8-naphthyridin-2-yl)butyl]amino]butanoic acid